1,2-BENZISOTHIAZOL-3(2H)-ONE S1NC(C2=C1C=CC=C2)=O